1,3-Dichloro-N-methyl-6,12-dioxo-6,12-dihydroindolo[2,1-b]quinazoline-8-carboxamide ClC1=C2C(N3C(=NC2=CC(=C1)Cl)C(C1=CC(=CC=C13)C(=O)NC)=O)=O